C(C)(C)(C)OC(NC1=CN(CC1)C1=NC=C(C=C1)I)=O (S)-(1-(5-iodopyridin-2-yl)pyrrolin-3-yl)carbamic acid tert-butyl ester